3-(1-((2-(3,5-dichlorophenyl)-6-((2-(4-methylpiperazin-1-yl)pyrimidin-5-yl)oxy)pyridin-4-yl)methyl)piperidin-4-yl)-2-methylpropanoic acid ClC=1C=C(C=C(C1)Cl)C1=NC(=CC(=C1)CN1CCC(CC1)CC(C(=O)O)C)OC=1C=NC(=NC1)N1CCN(CC1)C